tert-butyl 3-hydroxy-3-(p-tolyloxymethyl)azetidine-1-carboxylate OC1(CN(C1)C(=O)OC(C)(C)C)COC1=CC=C(C=C1)C